2-amino-5-chloro-1-(5-methoxy-2,4-dimethyl-3-pyridyl)pyrrolo[2,3-b]pyridine-3-carboxamide NC1=C(C=2C(=NC=C(C2)Cl)N1C=1C(=NC=C(C1C)OC)C)C(=O)N